C(C)(C)(C)OOC(C(=O)[O-])C(CC(C)(C)C)C tert.-Butylperoxy-3,5,5-trimethylhexanoat